2-(1H-imidazol-1-yl)-N-((1r,4r)-4-methoxycyclohexyl)-5-(trifluoromethyl)pyrimidine-4-carboxamide N1(C=NC=C1)C1=NC=C(C(=N1)C(=O)NC1CCC(CC1)OC)C(F)(F)F